C(C1=CC=CC=C1)OC(=O)N1CC(C(CC1)=O)C=1C=NN(C1)CC1=CC=CC=C1 3-(1-benzylpyrazol-4-yl)-4-oxo-piperidine-1-carboxylic acid benzyl ester